C(#N)C=1C=CC(=C(C(=O)NC2=CC=C(C=C2)C(F)(F)F)C1)SC1=NN=NN1C 5-cyano-2-(1-methyl-1H-tetrazol-5-ylsulfanyl)-N-(4-trifluoromethyl-phenyl)-benzamide